ClC1=C(C=CC=C1)N1C(C(=C(C2=CC=C(N=C12)C(F)(F)F)N(C)C)C1=CN(C(C=C1)=O)C)=O 1-(2-chlorophenyl)-4-(dimethylamino)-3-(1-methyl-6-oxo-1,6-dihydropyridin-3-yl)-7-(trifluoromethyl)-1,8-naphthyridin-2(1H)-one